2-((1H-pyrazol-3-yl)methyl)-6-((2-(hydroxymethyl)thiazol-4-yl)methyl)-4-methyl-4H-thiazolo[5',4':4,5]pyrrolo[2,3-d]pyridazin-5(6H)-one N1N=C(C=C1)CC=1SC2=C(N(C=3C(N(N=CC32)CC=3N=C(SC3)CO)=O)C)N1